2-(1-(4-isobutylcyclohex-1-en-1-yl)propan-2-yl)-1,3-dioxolan C(C(C)C)C1CC=C(CC1)CC(C)C1OCCO1